tert-butyl (5-aminoheptyl)carbamate NC(CCCCNC(OC(C)(C)C)=O)CC